CC=1C=C(C(=O)NC2CCN(CC2)C)C=CC1B1OC(C(O1)(C)C)(C)C 3-methyl-N-(1-methylpiperidin-4-yl)-4-(4,4,5,5-tetramethyl-1,3,2-dioxaborolan-2-yl)benzamide